(2S,3S)-1-(3-cyano-6-methyl-4-(trifluoromethyl)pyridin-2-yl)-2-((3-fluorophenyl)(methyl)carbamoyl)pyrrolidin-3-yl methanesulfonate CS(=O)(=O)O[C@@H]1[C@H](N(CC1)C1=NC(=CC(=C1C#N)C(F)(F)F)C)C(N(C)C1=CC(=CC=C1)F)=O